OCC1CN(C1)CC1=C2C(=NC(=C1)C=1C=C3CN(C(C3=CC1)=O)C1C(NC(CC1)=O)=O)N(C=C2)C2COC2 3-(5-(4-((3-(hydroxymethyl)azetidin-1-yl)methyl)-1-(oxetan-3-yl)-1H-pyrrolo[2,3-b]pyridin-6-yl)-1-oxoisoindolin-2-yl)piperidine-2,6-dione